C(C1=CC=CC=C1)OC([C@@H](NC(=O)OC(C)(C)C)CO)=O N-t-butoxycarbonyl-L-serine benzyl ester